(S)-N-(4-((2-(1,1-difluoroethyl)-6-methylpyrimidin-4-yl)amino)-5-((3-methyltetrahydrofuran-3-yl)methoxy)pyridin-2-yl)acetamide FC(C)(F)C1=NC(=CC(=N1)NC1=CC(=NC=C1OC[C@@]1(COCC1)C)NC(C)=O)C